FC1=C(C(=CC=C1C=1CN2CCCC2C1)O)N1CC(NS1(=O)=O)=O 5-(2-fluoro-6-hydroxy-3-(2,3,5,7a-tetrahydro-1H-pyrrolizin-6-yl)phenyl)-1,2,5-thiadiazolidin-3-one 1,1-dioxide